N-(1-Hydroxypentan-3-yl)-5-(1-methyl-1H-pyrazol-3-yl)-6-[4-(trifluoromethyl)phenoxy]pyridine-3-carboxamide OCCC(CC)NC(=O)C=1C=NC(=C(C1)C1=NN(C=C1)C)OC1=CC=C(C=C1)C(F)(F)F